The molecule is a member of the class of 2-pyranones that is 2H-pyran-2-one substituted by methoxy groups at positions 3 and 4, a methyl group at position 5 and a 10-(acetylsulfanyl)decyl group at position 6. Isolated from the marine sponge of the genus Plakortis, it exhibits cytotoxicity against human promyeloid leukemic HL-60 cells. It has a role as an antineoplastic agent and an animal metabolite. It is a member of 2-pyranones, an ether, a polyketide and a thioester. CC1=C(OC(=O)C(=C1OC)OC)CCCCCCCCCCSC(=O)C